N-(3-fluorobenzyl)-4-(3-(pyridin-4-ylmethyl)ureido)benzenesulfonamide FC=1C=C(CNS(=O)(=O)C2=CC=C(C=C2)NC(=O)NCC2=CC=NC=C2)C=CC1